BrC1=CC2=C(N(C=N2)C)C=C1C 5-bromo-1,6-dimethyl-1H-benzo[d]imidazole